FC1=CC=C2C=C(C=C(C2=C1C#C[SiH2]C(C(C)C)(C(C)C)C(C)C)O)OCOC 7-fluoro-3-(methoxymethoxy)-8-((triisopropylmethylsilyl)ethynyl)naphthalen-1-ol